FC(N1C=NC2=C1C=C(C(=C2)C#C)F)F 1-(difluoromethyl)-5-ethynyl-6-fluoro-1,3-benzodiazole